chloro-1-[(4-nitrophenyl)methyl]pyrazolo[3,4-d]pyrimidine-6-amine ClC1=NN(C2=NC(=NC=C21)N)CC2=CC=C(C=C2)[N+](=O)[O-]